FC1=CC=C(C=C1)C=1C=C2C(=C(C(N(C2=NC1)CCN1[C@H](COCC1)C)=O)C(=O)NC1CC2(CC2)C1)O (S)-6-(4-fluorophenyl)-4-hydroxy-1-(2-(3-methylmorpholino)ethyl)-2-oxo-N-(spiro[2.3]hexan-5-yl)-1,2-dihydro-1,8-naphthyridine-3-carboxamide